O[C@]1(CNCCN(C1)C=1C=C2CN3[C@@H](C2=CC1)CN(C[C@H]3C)C3=C1C=CC=NC1=C(C=C3)C#N)C 5-[(4R,10bS)-8-[(6S)-6-hydroxy-6-methyl-1,4-diazepan-1-yl]-4-methyl-3,4,6,10b-tetrahydro-1H-pyrazino[2,1-a]isoindol-2-yl]quinoline-8-carbonitrile